4-(7-phenyl-6,7-dihydro-5H-pyrrolo[2,3-d]pyrimidin-2-yl)morpholine C1(=CC=CC=C1)N1CCC2=C1N=C(N=C2)N2CCOCC2